2-((4-Amino-3-(3-hydroxyphenyl)-1H-pyrazolo[3,4-d]pyrimidin-1-yl)methyl)-5-(3-methoxyprop-1-ynyl)-3-(3-(trifluoromethyl)benzyl)quinazolin-4(3H)-one NC1=C2C(=NC=N1)N(N=C2C2=CC(=CC=C2)O)CC2=NC1=CC=CC(=C1C(N2CC2=CC(=CC=C2)C(F)(F)F)=O)C#CCOC